CC(=O)N[C@@H]1[C@H](CC(O[C@H]1[C@@H]([C@@H](CO)O)O)C(=O)O)N=C(N)N 2,4-deoxy-4-guanidino-5-n-acetyl-neuraminic acid